ClC1=C(C(=O)O)C=CC=C1.FC(C1=C(C(=O)C=2C=C3C(=CNC3=CC2)C2CCN3CCCC3C2)C=CC=C1)(F)F 5-(2-trifluoromethyl-benzoyl)-3-(octahydroindolizin-7-yl)-1H-indole chlorobenzoate